4-CHLORO-2-FORMYL-5-NITRO-BENZOIC ACID ClC1=CC(=C(C(=O)O)C=C1[N+](=O)[O-])C=O